3-[(8aS)-10-Acryloyl-6-chloro-8,8a,9,10,11,12-hexahydropyrazino[2',1':3,4][1,4]oxazepino[5,6,7-de]quinazolin-5-yl]pyridine-4-carbonitrile C(C=C)(=O)N1C[C@H]2COC=3C4=C(N=CN=C4C=C(C3Cl)C=3C=NC=CC3C#N)N2CC1